5-(2,6-di-morpholin-4-yl-pyrimidin-4-yl)-4-trifluoromethyl-pyridin-2-ylamine N1(CCOCC1)C1=NC(=CC(=N1)C=1C(=CC(=NC1)N)C(F)(F)F)N1CCOCC1